2-ethoxy-norbornene C(C)OC=1C2CCC(C1)C2